C(C)(=O)OCCC(=O)Cl (S)-acetoxypropionyl chloride